C1(CCCCC1)NC(=N)NC(=N)N 1-cyclohexylbiguanide